C[Si](O[Si](O[Si](C)(C)C)O[Si](C)(C)C)(C)C TRIS(trimethylsiloxy)silicon